(R)-(3-(difluoromethyl)-1-methyl-1H-pyrazol-5-yl)(4-(4-(trifluoromethyl)pyrazolo[1,5-a]pyridin-2-yl)-6,7-dihydro-1H-imidazo[4,5-c]pyridin-5(4H)-yl)methanone FC(C1=NN(C(=C1)C(=O)N1[C@H](C2=C(CC1)NC=N2)C2=NN1C(C(=CC=C1)C(F)(F)F)=C2)C)F